N1CC(C1)C1=CC=C(OC2=NC=C(N=C2)C(F)(F)F)C=C1 2-[4-(Azetidin-3-yl)phenoxy]-5-(trifluoromethyl)pyrazine